propyl-dimethyl-germanium C(CC)[Ge](C)C